25-Azacholesterol CN(C)CCC[C@@H](C)[C@H]1CC[C@H]2[C@@H]3CC=C4C[C@@H](O)CC[C@]4(C)[C@H]3CC[C@]12C